1-bromo-dodecane BrCCCCCCCCCCCC